3-(5-bromo-1-methyl-1H-pyrazolo[3,4-b]pyridin-3-yl)piperidine-2,6-dione BrC=1C=C2C(=NC1)N(N=C2C2C(NC(CC2)=O)=O)C